NC1=C(C=C(C=C1)OC)S 2-amino-5-methoxyphenyl mercaptan